C(C)(C)C1=C(CC=2C(=NC(=NC2)NC2=CC=C(C=C2)OC)N)C=C(C(=C1)OC)OC 5-(2-Isopropyl-4,5-dimethoxy-benzyl)-N*2*-(4-methoxy-phenyl)-pyrimidine-2,4-diamine